3-ethyl-2-hexanol C(C)C(C(C)O)CCC